2-(3,4-dimethoxyphenyl)-5-(4-(2-isopropyl-2,7-diazaspiro[3.5]nonan-7-yl)phenyl)-3,7-dimethyl-3H-imidazo[4,5-b]pyridine COC=1C=C(C=CC1OC)C1=NC=2C(=NC(=CC2C)C2=CC=C(C=C2)N2CCC3(CN(C3)C(C)C)CC2)N1C